2-(2-chlorobenzyl)-N-{2-[cyclohexyl(methyl)amino]ethyl}-8-methyl-4,5-dihydro-2H-furo[2,3-g]indazole-7-carboxamide ClC1=C(CN2N=C3C4=C(CCC3=C2)OC(=C4C)C(=O)NCCN(C)C4CCCCC4)C=CC=C1